5-[2,6-bis(morpholin-4-yl)pyrimidin-4-yl]-4-(trifluoromethyl)pyridin-2-amine N1(CCOCC1)C1=NC(=CC(=N1)C=1C(=CC(=NC1)N)C(F)(F)F)N1CCOCC1